chloro benzoate (chloro benzoate) ClC1=C(C(=O)O)C=CC=C1.C(C1=CC=CC=C1)(=O)OCl